FC=1C=CC=C2C(N(C(=NC12)N1CCN(CC1)C1=CC(=C(C=C1)F)F)C1=C(C=CC(=C1)C(F)(F)F)OC)CC(=O)OC methyl {8-fluoro-2-[4-(3,4-difluorophenyl)-1-piperazinyl]-3-[2-methoxy-5-(trifluoromethyl)phenyl]-3,4-dihydro-4-quinazolinyl}acetate